(S)-4-(3-(5-(difluoromethyl)-1,3,4-thiadiazol-2-yl)-6-(N-(1-methylcyclopropyl)sulfamoyl)imidazo[1,5-a]pyridin-8-yl)-2-methylmorpholine-2-carboxamide FC(C1=NN=C(S1)C1=NC=C2N1C=C(C=C2N2C[C@](OCC2)(C(=O)N)C)S(NC2(CC2)C)(=O)=O)F